CC1(OB(OC1(C)C)C1=CC(=NC2=CC=CC=C12)N)C 4-(4,4,5,5-tetramethyl-1,3,2-dioxaborolan-2-yl)quinolin-2-amine